ClC=1C(=CNC(C1)=O)C(=O)N1CCN(CC1)[C@H](C(=O)NC1=NC=C(C=C1)OC1=CC=C(C=C1)F)C (S)-2-(4-(4-chloro-6-oxo-1,6-dihydropyridine-3-carbonyl)piperazin-1-yl)-N-(5-(4-fluorophenoxy)pyridin-2-yl)propanamide